FC1=CC=C(C=C1)C=1N=CNC1C=1C=CC=2N(C1)C=CN2 6-(4-(4-Fluorophenyl)-1H-imidazol-5-yl)imidazo[1,2-a]pyridine